C1(CCCC1)N1[C@@H](C(N(C=2C=NC(=NC12)NC1=C(C=C(C(=O)NCCOCCOCCN(C/C=C/C(=O)OC)C)C=C1)OC)C)=O)CC methyl (E)-4-[2-[2-[2-[[4-[[(7R)-8-cyclopentyl-7-ethyl-5-methyl-6-oxo-7H-pteridin-2-yl]amino]-3-methoxy-benzoyl]amino]ethoxy]ethoxy]ethyl-methyl-amino]but-2-enoate